(R)-4-(3-(3-aminopiperidine-1-carbonyl)-1-(4-(tert-butyl)-2-fluorophenyl)-1H-pyrazol-5-yl)benzonitrile N[C@H]1CN(CCC1)C(=O)C1=NN(C(=C1)C1=CC=C(C#N)C=C1)C1=C(C=C(C=C1)C(C)(C)C)F